C(C1=CC=CC=C1)OC[C@H]1N(C[C@@H](C1)O[Si](C)(C)C(C)(C)C)C(=O)OC(C)(C)C tert-butyl (2S,4R)-2-((benzyloxy)methyl)-4-((tertbutyldimethylsilyl)oxy)pyrrolidine-1-carboxylate